(1R*,2S*)-2-(3-fluoro-4-methyl-benzenesulfonyl)-cyclopentanecarboxylic acid (4-chloro-benzyl)-(1,1-difluoro-spiro[2.5]oct-6-yl)-amide ClC1=CC=C(CN(C(=O)[C@@H]2[C@H](CCC2)S(=O)(=O)C2=CC(=C(C=C2)C)F)C2CCC3(CC3(F)F)CC2)C=C1 |o1:9,10|